3-(4-Methyl-3-pentenyl)thiophene 4-(2-(2-Aminopyridin-3-yl)-5-(oxetan-3-yl)-3H-imidazo[4,5-b]pyridin-3-yl)benzyl-methanesulfonate NC1=NC=CC=C1C1=NC=2C(=NC(=CC2)C2COC2)N1C1=CC=C(CCS(=O)(=O)O)C=C1.CC(=CCCC1=CSC=C1)C